N-((5-Fluoro-2,3-dihydrobenzofuran-4-yl)methyl)-8-(6-fluoro-5-methyl-[1,2,4]triazolo[1,5-a]pyridin-8-yl)-[1,2,4]triazolo[4,3-c]pyrimidin-5-amine FC=1C=CC2=C(CCO2)C1CNC1=NC=C(C=2N1C=NN2)C=2C=1N(C(=C(C2)F)C)N=CN1